6-(2-amino-5-(4-((1-(2-cyclopropylacetyl)azetidin-3-yl)oxy)phenyl)-6-fluoropyridin-3-yl)-3,4-dihydroisoquinolin-1(2H)-one NC1=NC(=C(C=C1C=1C=C2CCNC(C2=CC1)=O)C1=CC=C(C=C1)OC1CN(C1)C(CC1CC1)=O)F